NC1=NC(=NC=C1C(=O)NC1=CC=C(C=C1)OC)N1CC2CCC(C1)N2C=2N=CC1=CC=CC=C1C2 4-amino-2-(8-(isoquinolin-3-yl)-3,8-diazabicyclo[3.2.1]octan-3-yl)-N-(4-methoxyphenyl)pyrimidine-5-carboxamide